3-(9-((4-(aminomethyl)-2-propoxyphenyl)carbamoyl)-4,5-dihydrobenzo[b]thieno[2,3-d]oxepin-8-yl)-6-(propylcarbamoyl)picolinic acid NCC1=CC(=C(C=C1)NC(=O)C1=CC2=C(OCCC3=C2SC=C3)C=C1C=1C(=NC(=CC1)C(NCCC)=O)C(=O)O)OCCC